6-(furan-2-yl)-8-nitro-3-(1H-tetrazol-5-yl)-2H-chromen-2-one O1C(=CC=C1)C=1C=C2C=C(C(OC2=C(C1)[N+](=O)[O-])=O)C1=NN=NN1